NCC(C[Si](OCCCCCCCCCCCC)(OCCCCCCCCCCCC)OCCCCCCCCCCCC)C 3-amino-2-methylpropyl-(tridodecyloxysilane)